5-(4-((2,3-dihydrobenzo[b][1,4]dioxin-6-yl-2,2,3,3-d4)oxy)piperidin-1-yl)-6,7,8,9-tetrahydro-[1,2,4]triazolo[4,3-a]quinazolin-1(2H)-one O1C2=C(OC(C1([2H])[2H])([2H])[2H])C=C(C=C2)OC2CCN(CC2)C2=NC=1N(C=3CCCCC23)C(NN1)=O